S(=O)(=O)(C1=CC=CC=C1)Cl besyl chloride